ClC=1C(N(C(=CC1OCC1=NC=C(C=C1Cl)F)C)C1=CC(=NC=C1C)N1N=C(C=C1)C(=O)OC)=O methyl 1-{3-chloro-4-[(3-chloro-5-fluoropyridin-2-yl)methoxy]-5',6-dimethyl-2-oxo-[1,4'-bipyridin]-2'-yl}pyrazole-3-carboxylate